bis(trifluoromethyl)-3,3',4,4'-Tetracarboxybenzophenone FC(F)(F)C=1C(=C(C(=C(C(=O)C2=CC(=C(C=C2)C(=O)O)C(=O)O)C1)C(F)(F)F)C(=O)O)C(=O)O